O=C1N(CCC(N1)=O)C1=NN(C2=CC(=CC=C12)C1CN(CC1)C(=O)OC(C)(C)C)C tert-butyl 3-[3-(2,4-dioxohexahydropyrimidin-1-yl)-1-methyl-indazol-6-yl]pyrrolidine-1-carboxylate